Methyl 3-amino-6-chloro-5-(oxetan-3-yl)pyrazine-2-carboxylate NC=1C(=NC(=C(N1)C1COC1)Cl)C(=O)OC